tert-butyl 4-(4-(4,4,5,5-tetramethyl-1,3,2-dioxaborolane-2-yl)-1H-pyrazole-1-yl)piperidine-1-carboxylate CC1(OB(OC1(C)C)C=1C=NN(C1)C1CCN(CC1)C(=O)OC(C)(C)C)C